4-(4-((1R,5S)-3,8-diazabicyclo[3.2.1]oct-3-yl)-8-fluoro-2-((2-(2-fluoroethyl)-2-azabicyclo[2.2.1]heptan-3-yl)methoxy)pyrido[4,3-d]pyrimidin-7-yl)naphthalen-2-ol [C@H]12CN(C[C@H](CC1)N2)C=2C1=C(N=C(N2)OCC2N(C3CCC2C3)CCF)C(=C(N=C1)C1=CC(=CC3=CC=CC=C13)O)F